C(C1=CC(=C(N)C(=C1)C)C(C)C)C1=CC(=C(N)C(=C1)C)C(C)C 4,4'-methylene-bis(2-isopropyl-6-methylaniline)